O1[C@@H]2[C@H](NC(C1)=O)CNCC2 (4aR,8aS)-4a,5,6,7,8,8a-hexahydro-4H-pyrido[4,3-b][1,4]oxazin-3-one